2,3-biphenyldioleate C1(=C(C(=CC=C1)CCCCCCCC\C=C/CCCCCCCC(=O)[O-])CCCCCCCC\C=C/CCCCCCCC(=O)[O-])C1=CC=CC=C1